dinitro-toluene [N+](=O)([O-])C(C1=CC=CC=C1)[N+](=O)[O-]